2-(2,2,3,3,3-pentafluoropropyl)-1H-isoindole-1,3(2H)-dione FC(CN1C(C2=CC=CC=C2C1=O)=O)(C(F)(F)F)F